4-(1-(2-Chloro-4-((((1R,2R)-2-hydroxycyclopentyl)amino)methyl)phenyl)-1H-pyrazol-4-yl)-2-((1-(methylsulfonyl)piperidin-4-yl)amino)pyrimidine-5-carbonitrile ClC1=C(C=CC(=C1)CN[C@H]1[C@@H](CCC1)O)N1N=CC(=C1)C1=NC(=NC=C1C#N)NC1CCN(CC1)S(=O)(=O)C